N-methyl-5-(4-((6-methyl-5,7-dioxo-4,5,6,7-tetrahydrooxazolo[5,4-d]pyrimidin-2-yl)methyl)piperazin-1-yl)picolinamide CNC(C1=NC=C(C=C1)N1CCN(CC1)CC=1OC=2NC(N(C(C2N1)=O)C)=O)=O